C1CC12CCN(CC2)C2=C(C(=O)NC1=CC=CC3=C1N=C1N3CCC1)C=CC(=C2)I 2-{6-azaspiro[2.5]oct-6-yl}-N-{2,3-dihydro-1H-benzo[d]pyrrolo[1,2-a]imidazol-5-yl}-4-iodobenzamide